C(C)(C)(C)C=1C=C(C(=O)OCC(COC(CCCCCCC\C=C/C\C=C/CCCCC)=O)COC(CCCN2CCCC2)=O)C=C(C1)C(C)(C)C 3-(((9Z,12Z)-octadeca-9,12-dienoyl)oxy)-2-(((4-(pyrrolidin-1-yl)butanoyl)oxy)methyl)propyl 3,5-di-tert-butylbenzoate